COC=1C=C(C=C(C1CN1C(CC1)CNC)OC)C1=CN(C(C2=CN=CC=C12)=O)C 4-(3,5-Dimethoxy-4-((2-((Methylamino)Methyl)Azetidin-1-Yl)Methyl)Phenyl)-2-Methyl-2,7-Naphthyridin-1(2H)-One